acrylamido-1-benzyl-N-((4,6-diethyl-2-oxo-1,2-dihydropyridin-3-yl)methyl)-5-methyl-1H-pyrazole-4-carboxamide C(C=C)(=O)NC1=NN(C(=C1C(=O)NCC=1C(NC(=CC1CC)CC)=O)C)CC1=CC=CC=C1